ClC1=CC=C(C=C1)CCC1=NOC(=N1)CN1N=CC(=C(C1=O)NC)C1=NN(C=C1)C 2-({3-[2-(4-chlorophenyl)ethyl]-1,2,4-oxadiazol-5-yl}methyl)-5-(1-methyl-1H-pyrazol-3-yl)-4-(methylamino)-2,3-dihydropyridazin-3-one